BrC=1C(=NC=C(C(=O)NC[C@H]2N(CCC2)C(=O)OC(C)(C)C)C1)C (S)-tert-butyl 2-((5-bromo-6-methylnicotinamido)methyl)pyrrolidine-1-carboxylate